NC/C(/COC1=CC=C(C=C1)S(=O)(=O)COCC1CCN(CC1)C(=O)C1(CC1)C(F)(F)F)=C\F (E)-(4-((((4-((2-(aminomethyl)-3-fluoroallyl)oxy)phenyl)sulfonyl)methoxy)methyl)piperidin-1-yl)(1-(trifluoromethyl)cyclopropyl)methanone